C1=CC(=CC=C1C2=C(C(=O)C3=C(C=C(C=C3O2)O)O)O)O 3,4,5,7-tetrahydroxyflavone